NCC(=O)[O-].NCC(=O)[O-].[Ni+2] nickel bisglycinate